O1C(OCC1)C1=NC(=CC=C1O)CCCN1CCN(CC1)C 2-(1,3-Dioxolan-2-yl)-6-(3-(4-methylpiperazin-1-yl)propyl)pyridin-3-ol